7-(5-((benzyloxy) methoxy)-4-bromopyrazolo[1,5-a]pyridin-3-yl)-2-azaspiro[3.5]nonane-2-carboxylate C(C1=CC=CC=C1)OCOC1=C(C=2N(C=C1)N=CC2C2CCC1(CN(C1)C(=O)[O-])CC2)Br